1-bromo-1-methoxy-4-((4-methylbenzyl)oxy)benzene BrC1(CC=C(C=C1)OCC1=CC=C(C=C1)C)OC